N-(1-(5-(3-cyano-6-ethoxypyrazolo[1,5-a]pyridin-4-yl)pyridin-2-yl)-4-methylpiperidin-4-yl)-4-(dimethylamino)tetrahydro-2H-pyran-4-carboxamide C(#N)C=1C=NN2C1C(=CC(=C2)OCC)C=2C=CC(=NC2)N2CCC(CC2)(C)NC(=O)C2(CCOCC2)N(C)C